ClC=1C=C2CO[C@H](C2=CC1)[C@H]1C[C@H]([C@H]2[C@@H]1OC(O2)(C)C)N2C=CC1=C2N=CN=C1N 7-[(3aS,4R,6R,6aR)-6-[(1S)-5-chloro-1,3-dihydroisobenzofuran-1-yl]-2,2-dimethyl-4,5,6,6a-tetrahydro-3aH-cyclopenta[d][1,3]dioxol-4-yl]pyrrolo[2,3-d]pyrimidin-4-amine